6-(2-benzotriazolyl)-4-tert-amyl-6'-tert-butyl-4'-methyl-2,2'-methylenediphenol N=1N(N=C2C1C=CC=C2)C2=CC(=CC(=C2O)CC2=C(C(=CC(=C2)C)C(C)(C)C)O)C(C)(C)CC